7'-{[6-(2-chloro-6-fluorophenyl)-5-oxo-5,6-dihydroimidazo[1,2-a]pyrimido[5,4-e]pyrimidin-2-yl]amino}-N-methyl-1'H-spiro[cyclopropane-1,4'-isoquinoline]-2'(3'H)-carboxamide ClC1=C(C(=CC=C1)F)N1C=2N(C3=C(C1=O)C=NC(=N3)NC3=CC=C1C4(CN(CC1=C3)C(=O)NC)CC4)C=CN2